1-methyl-4-[3-(triethoxysilyl)propyl]piperazine CN1CCN(CC1)CCC[Si](OCC)(OCC)OCC